4-((cis-3-fluorocyclobutyl)amino)-2-oxo-7-trifluoromethyl-1,2-Dihydroquinoline F[C@H]1C[C@H](C1)NC1=CC(NC2=CC(=CC=C12)C(F)(F)F)=O